[N+](=O)([O-])C(CCC)O nitro-1-butanol